CN1CCN(CCC1)C(=O)[C@H]1N(CCC1)C1=C2C(=NC=C1)NC=C2C#N 4-[(2S)-2-(4-methyl-1,4-diazacycloheptan-1-carbonyl)pyrrolidin-1-yl]-1H-pyrrolo[2,3-b]Pyridine-3-carbonitrile